O=C1NC(CCC1N1C(N(C2=C1C=CC=C2N2CC(C2)CO[C@H]2[C@H](CN(CC2)C(=O)OC(C)(C)C)F)C)=O)=O 1-Tert-butyl (3S,4R)-4-[[1-[1-(2,6-dioxo-3-piperidyl)-3-methyl-2-oxo-benzimidazol-4-yl]azetidin-3-yl]methoxy]-3-fluoro-piperidine-1-carboxylate